2-(1-(4-amino-3-(pyrrolidin-1-yl)-1H-pyrazolo[3,4-d]pyrimidin-1-yl)ethyl)-5-fluoro-3-(3-fluorophenyl)-4H-chromen-4-one NC1=C2C(=NC=N1)N(N=C2N2CCCC2)C(C)C=2OC1=CC=CC(=C1C(C2C2=CC(=CC=C2)F)=O)F